(2S,4R)-1-[(2S)-2-(4-cyclopropyltriazol-1-yl)-3,3-dimethyl-butanoyl]-N-[(3S,4S)-4-(dimethylamino)tetrahydrofuran-3-yl]-4-hydroxy-pyrrolidine-2-carboxamide C1(CC1)C=1N=NN(C1)[C@H](C(=O)N1[C@@H](C[C@H](C1)O)C(=O)N[C@@H]1COC[C@H]1N(C)C)C(C)(C)C